((4-bromophenyl)(methyl)amino)-2-methyl-3-oxopropanoic acid methyl ester COC(C(C=O)(C)N(C)C1=CC=C(C=C1)Br)=O